3-[(2S)-3-methoxy-2-[[6-oxo-5-(trifluoromethyl)-1,6-dihydropyridazin-4-yl]amino]propoxy]propanoic acid COC[C@@H](COCCC(=O)O)NC=1C=NNC(C1C(F)(F)F)=O